5-(trans-2-((cyclopropylmethyl)amino)-cyclopropyl)-N-(5-methyl-1,3,4-thiadiazol-2-yl)thiophene-3-carboxamide C1(CC1)CN[C@H]1[C@@H](C1)C1=CC(=CS1)C(=O)NC=1SC(=NN1)C